tert-butyl N-[4-[5-methyl-4-nitro-2-(2-trimethylsilylethoxymethyl)pyrazol-3-yl]-6-morpholino-3-pyridyl]carbamate CC=1C(=C(N(N1)COCC[Si](C)(C)C)C1=C(C=NC(=C1)N1CCOCC1)NC(OC(C)(C)C)=O)[N+](=O)[O-]